3-(((7-(Pyridin-4-yl)-2,3-dihydrofuro[3,2-c]pyridin-4-yl)amino)methyl)-N-(2-(pyridin-4-yl)ethyl)benzamid N1=CC=C(C=C1)C=1C2=C(C(=NC1)NCC=1C=C(C(=O)NCCC3=CC=NC=C3)C=CC1)CCO2